N-methyl-N-amidino-beta-alanine CN(CCC(=O)O)C(N)=N